(R)-1-(methoxymethyl)-4-((1-methyl-1H-pyrazol-4-yl)methyl)-N-(1-methylcyclopropyl)-5-oxo-1,2,4,5-tetrahydroimidazo[1,2-a]quinazoline-7-sulfonamide COC[C@H]1CN=C2N1C1=CC=C(C=C1C(N2CC=2C=NN(C2)C)=O)S(=O)(=O)NC2(CC2)C